[Si](C1=CC=CC=C1)(C1=CC=CC=C1)(C(C)(C)C)O[C@@H]1[C@](COC1)(C)N1CCNCC1 |o1:18,19| (3R,4R) or (3S,4S)-1-(4-((tert-butyldiphenylsilyl)oxy)-3-methyltetrahydrofuran-3-yl)piperazine